BrC=1C=C2C(N(C=NC2=C(C1)I)CC1=CC=C(C=C1)OC)=O 6-bromo-8-iodo-3-(4-methoxybenzyl)quinazolin-4(3H)-one